(S)-3λ3-piperidin-2-one N1C([CH]CCC1)=O